FC1=CC=C(C=C1)S(=O)(=O)N1N=C(N=C1)C=1C=NC=CC1 3-(1-((4-Fluorophenyl)sulfonyl)-1H-1,2,4-triazol-3-yl)pyridine